3-[3-(2-Chloro-6-methyl-4-pyridyl)-5-[(3R)-pyrrolidin-3-yl]oxy-pyrazolo[1,5-a]pyrimidin-2-yl]benzonitrile formate C(=O)O.ClC1=NC(=CC(=C1)C=1C(=NN2C1N=C(C=C2)O[C@H]2CNCC2)C=2C=C(C#N)C=CC2)C